5-(3-fluoro-5-methylphenyl)pyridine-3-carboxamide FC=1C=C(C=C(C1)C)C=1C=C(C=NC1)C(=O)N